[As].[V] VANADIUM-ARSENIC